10-(3-chloro-2-fluorophenyl)phenanthren-9-ol ClC=1C(=C(C=CC1)C1=C(C2=CC=CC=C2C=2C=CC=CC12)O)F